Propane-dinitrile C(CC#N)#N